tert-butyl (2S)-2-[({4-[(6R)-3-(3-chloro-2-ethylanilino)-6-methyl-4-oxo-4,5,6,7-tetrahydro-1H-pyrrolo[3,2-c]pyridin-2-yl]pyridin-3-yl}oxy)methyl]morpholine-4-carboxylate ClC=1C(=C(NC2=C(NC3=C2C(N[C@@H](C3)C)=O)C3=C(C=NC=C3)OC[C@@H]3CN(CCO3)C(=O)OC(C)(C)C)C=CC1)CC